C1(=CC=CC2=CC3=CC(=CC=C3C=C12)C(=O)O)C(=O)O 1,6-anthracenedicarboxylic acid